(4-carboxybutyl)(triphenyl)phosphonium bromide [Br-].C(=O)(O)CCCC[P+](C1=CC=CC=C1)(C1=CC=CC=C1)C1=CC=CC=C1